1,1,1-tris(3,5-dimethyl-4-hydroxyphenyl)-methane CC=1C=C(C=C(C1O)C)C(C1=CC(=C(C(=C1)C)O)C)C1=CC(=C(C(=C1)C)O)C